FC(OC1=NC2=CC(=CC(=C2N=C1)C=1SC2=NC(=CC=C2N1)OC)C)F 2-(2-(difluoromethoxy)-7-methylquinoxalin-5-yl)-5-methoxythiazolo[5,4-b]pyridine